CC(C)N(C(=O)C=1N=C(SC1)C=1C=NN(C1)C1=NC=CC=C1)[C@@H]1CNCC1 N-(propan-2-yl)-2-[1-(pyridin-2-yl)-1H-pyrazol-4-yl]-N-[(3S)-pyrrolidin-3-yl]-1,3-thiazole-4-carboxamide